4-((1-methylpiperidin-4-yl)methoxy)benzamide CN1CCC(CC1)COC1=CC=C(C(=O)N)C=C1